C(CCC)C(C(C1=CC=CC=C1)(CCCC)CCCC)(N(C([O-])=O)CCC=O)CCCC tetrAbutyl-N-(3-oxopropyl)-N-(2-phenylethyl)carbamate